FC=1C=CC(=C(C(=O)N(C(C)C)C(C)C)C1)N1C=C(C=2C1=CN=CC2)C2CN(CCC2)CC2=CC1=C(NC(N1)=O)C=C2 5-fluoro-N,N-diisopropyl-2-(3-(1-((2-oxo-2,3-dihydro-1H-benzo[d]imidazol-5-yl)methyl)piperidin-3-yl)-1H-pyrrolo[2,3-c]pyridin-1-yl)benzamide